BrC1=CC=2N(C=C1)N=C(C2)C(=O)OC(C)(C)C Tert-Butyl 5-bromopyrazolo[1,5-a]pyridine-2-carboxylate